C(C)N(C(=O)S(=O)CCC(=O)O)CC 3-((diethylcarbamoyl)sulfinyl)-propanoic acid